N(=[N+]=[N-])CCOC[C@@]12C[C@H](N([C@H]2C1)C(CNC(CCCOC1=CC=CC=C1)=O)=O)C(=O)O (1S,3S,5R)-5-((2-azidoethoxy)methyl)-2-((4-phenoxybutyryl)glycyl)-2-azabicyclo[3.1.0]hexane-3-carboxylic acid